ClC=1C(=C2C=C(NC2=CC1)C(=O)OC)OC methyl 5-chloro-4-methoxy-1H-indole-2-carboxylate